CC1=CC=C(C=C1)S(=O)(=O)OCCCC1(N=N1)C 3-(3-Methyl-3H-diazirin-3-yl)propyl 4-methylbenzenesulfonate